C(C)(C)(C)OC(N(C1=C(C=C(C=C1)C(C=CN(C)C)=O)Cl)C(=O)OC(C)(C)C)=O (tert-Butoxycarbonyl)(2-chloro-4-(3-(dimethylamino)acryloyl)phenyl)-carbamic acid tert-butyl ester